O1CCC1C1=C(C=C(C=C1)O)C(F)(F)F 4-(oxetan-4-yl)-3-(trifluoromethyl)phenol